tert-Butyl(1-(4-(1-chloroethyl)phenyl)cyclopropoxy)dimethylsilane C(C)(C)(C)[Si](C)(C)OC1(CC1)C1=CC=C(C=C1)C(C)Cl